CN1CCN(CC1)C([C@@H](CC1=CC=C(C=C1)NC(OC(C)(C)C)=O)NC(CC)=O)=O tert-butyl (R)-(4-(3-(4-methylpiperazin-1-yl)-3-oxo-2-propionamidopropyl)phenyl)carbamate